[Pt](Cl)Cl cis-platinum(II) chloride